1-(1H-benzimidazol-2-yl)ethanone (6-methyl-4-phenyl-2-quinazolinyl)hydrazone CC=1C=C2C(=NC(=NC2=CC1)NN=C(C)C1=NC2=C(N1)C=CC=C2)C2=CC=CC=C2